O1CCC2=C1C=CC(=C2)C2=C1C(=CN=C2)OC(=C1)C=1C=NC=CC1 4-(2,3-dihydrobenzofuran-5-yl)-2-(pyridin-3-yl)furo[2,3-c]pyridine